tert-butyl (S)-(3-methylpyrrolidin-3-yl)carbamate C[C@]1(CNCC1)NC(OC(C)(C)C)=O